P(ON1C(C(=C(C=C1)C1=CC=CC=C1)C1=CC=CC=C1)=O)([O-])=O diphenyl-2-oxopyridin-1(2H)-yl phosphonate